(E)-4-(3-(4-(6-(4-(2-(4-chloro-2-fluorophenyl)-1-(1H-indazol-5-yl)but-1-en-1-yl)phenoxy)hexanoyl)piperazine-1-carbonyl)-4-fluorobenzyl)phthalazin-1(2H)-one ClC1=CC(=C(C=C1)/C(=C(/C=1C=C2C=NNC2=CC1)\C1=CC=C(OCCCCCC(=O)N2CCN(CC2)C(=O)C=2C=C(CC3=NNC(C4=CC=CC=C34)=O)C=CC2F)C=C1)/CC)F